Cl.COC1=C(C=CC(=C1)CNC(CCCC\C=C\C(C)C)=O)[C@](N(C)CC)(C)C(=O)O (E)-2-methoxy-4-((8-methylnon-6-enamido)methyl)phenyl-N-ethyl-N-methylalanine hydrochloride